3,5-dichloro-4-(6-((6-(methylamino)pyrimidin-4-yl)amino)-1H-pyrazolo[4,3-c]pyridin-1-yl)benzonitrile ClC=1C=C(C#N)C=C(C1N1N=CC=2C=NC(=CC21)NC2=NC=NC(=C2)NC)Cl